C[C@@]1(N(CC(C1)(F)F)C1=NC(=CC=C1)OCC1=CC=CC=C1)C(=O)OC1C(CCCC1)OC1=CC=C(C=C1)OCC 2-(4-ethoxyphenoxy)cyclohexanol methyl-(S)-1-(6-(benzyloxy)pyridin-2-yl)-4,4-difluoropyrrolidine-2-carboxylate